1-(4-(3-(6-(difluoromethyl)pyridin-3-yl)-1H-pyrrolo[2,3-b]pyridin-5-yl)benzyl)piperidin-3-ol FC(C1=CC=C(C=N1)C1=CNC2=NC=C(C=C21)C2=CC=C(CN1CC(CCC1)O)C=C2)F